BrC1=CC=2N(C=C1)C=C(N2)C=O 7-Bromoimidazo[1,2-a]pyridine-2-carboxaldehyde